C(C=CCC)(=O)O 13Z,16Z-pentaenoic acid